tert-butyl 2,4-dichloro-5,6-dihydro-7H-pyrrolo[2,3-d]pyrimidine-7-carboxylate ClC=1N=C(C2=C(N1)N(CC2)C(=O)OC(C)(C)C)Cl